BrC=1C2=CN(N=C2C(=C(C1C(F)F)F)NC(C)C)C1OCCCC1 4-bromo-5-(difluoromethyl)-6-fluoro-N-isopropyl-2-(tetrahydro-2H-pyran-2-yl)-2H-indazol-7-amine